Phenyl-[4-(3-phenylpropyl)-1-piperidyl]methanon C1(=CC=CC=C1)C(=O)N1CCC(CC1)CCCC1=CC=CC=C1